1,2-dipentanyl-sn-glycero-3-phosphocholine C(CCCC)OC[C@@H](OCCCCC)COP(=O)([O-])OCC[N+](C)(C)C